2,3,4,5-tetraethylpiperidine C(C)C1NCC(C(C1CC)CC)CC